7-bromo-1-(2-morpholinoethyl)-3,4-dihydroquinolin-2(1H)-one BrC1=CC=C2CCC(N(C2=C1)CCN1CCOCC1)=O